S(=O)(=O)(C1=CC=C(C)C=C1)CC1=C(C=C)C=CC=C1 2-(tosylmethyl)styrene